N,N-diethyl-2-aminoethyltriethoxysilane C(C)N(CC[Si](OCC)(OCC)OCC)CC